(5-hydroxy-1,3-phenylene)bismaleimide OC=1C=C(C=C(C1)C=1C(=O)NC(C1)=O)C=1C(=O)NC(C1)=O